(4-(3,4-Dihydroisoquinolin-2(1H)-yl)piperidin-1-yl)(6-(oxetan-3-ylamino)pyrimidin-4-yl)methanone C1N(CCC2=CC=CC=C12)C1CCN(CC1)C(=O)C1=NC=NC(=C1)NC1COC1